BrC1=CC2=C(C(NCCO2)=O)C=C1OC 8-Bromo-7-methoxy-3,4-dihydrobenzo[f][1,4]oxazepin-5(2H)-one